4,7-Dimethylbenzo[d]oxazole-2-carboxylic acid CC1=CC=C(C2=C1N=C(O2)C(=O)O)C